2-fluoro-8-methyl-8-(1-(1-methylcyclopropyl)-1H-pyrazol-4-yl)-7,8-dihydro-6H-cyclopenta[e]pyrazolo[1,5-a]pyrimidine-6-carbonitrile FC1=NN2C(N=CC3=C2C(CC3C#N)(C=3C=NN(C3)C3(CC3)C)C)=C1